2-(2,6-dioxopiperidin-3-yl)-3-(2-chloro-5-oxo-5,7-dihydro-6H-pyrrolo[3,4-b]pyridin-6-yl)piperidine O=C1NC(CCC1C1NCCCC1N1CC2=NC(=CC=C2C1=O)Cl)=O